ClC=1C=C2CCOC(C2=C(C1)C(C(=O)OC)N1CC(C1)OCCCCCC1=NC=2NCCCC2C=C1)(C)C methyl 2-(6-chloro-1,1-dimethylisochroman-8-yl)-2-(3-((5-(5,6,7,8-tetrahydro-1,8-naphthyridin-2-yl)pentyl)oxy)azetidin-1-yl)acetate